tert-butyl 1-(2-methoxy-5-[[4-methyl-6-(methylamino) pyrimidin-2-yl] amino] phenyl)-1H,4H,5H,6H,7H-pyrazolo[4,3-c]pyridine-5-carboxylate COC1=C(C=C(C=C1)NC1=NC(=CC(=N1)C)NC)N1N=CC=2CN(CCC21)C(=O)OC(C)(C)C